2-((2R,3R)-3-(2-chlorophenyl)-1,4-dioxaspiro[4.5]dec-2-yl)ethanol ClC1=C(C=CC=C1)[C@@H]1[C@H](OC2(O1)CCCCC2)CCO